N-(3-methylquinuclidin-3-yl)piperidine-4-carboxamide CC1(CN2CCC1CC2)NC(=O)C2CCNCC2